C(CCC)[N+]1(CCCCC1)C N-Butyl-N-methylpiperidinium